F[C@H]1C[C@H](N(C1)C(CN1C[C@@H](CC1)NC=1C=C2C=CC=NC2=C(C1)C(F)(F)F)=O)C#N (2S,4S)-4-fluoro-1-[2-[(3R)-3-[[8-(trifluoromethyl)-6-quinolyl]amino]pyrrolidin-1-yl]acetyl]pyrrolidine-2-carbonitrile